N-(6-(1H-imidazol-1-yl)pyridin-3-yl)-7-chloroquinazolin N1(C=NC=C1)C1=CC=C(C=N1)N1CN=CC2=CC=C(C=C12)Cl